C(#C)C1=CN(C2=NC=C(C=C21)NC(C(=C)F)=O)C N-(3-Ethynyl-1-methyl-1H-pyrrolo[2,3-b]pyridin-5-yl)-2-fluoroacrylamide